3-(aminomethyl)cyclobutane NCC1CCC1